CC(CCO)=CC 3-methyl-3-penten-1-ol